N-tertbutyl-2-benzothiazolesulfonamide C(C)(C)(C)NS(=O)(=O)C=1SC2=C(N1)C=CC=C2